OC=1C=C(C(=O)NCNC=2SC=C(N2)C2=CC=CC=C2)C=C(C1O)O 3,4,5-trihydroxy-N-((4-phenylthiazol-2-yl)aminomethyl)benzamide